Pyrrolyl-alanine tert-butyl-((2-(2,6-dioxopiperidin-3-yl)-1-oxoisoindolin-4-yl)oxy)heptanoate C(C)(C)(C)C(C(=O)O)(CCCCC)OC1=C2CN(C(C2=CC=C1)=O)C1C(NC(CC1)=O)=O.N1C(=CC=C1)N[C@@H](C)C(=O)O